tert-butyl (R,Z)-(((tert-butoxycarbonyl)amino)(3-(3-(4-nonyl-3-(trifluoromethyl)phenyl)-1,2,4-oxadiazol-5-yl)piperidin-1-yl)methylene)carbamate C(C)(C)(C)OC(=O)N/C(/N1C[C@@H](CCC1)C1=NC(=NO1)C1=CC(=C(C=C1)CCCCCCCCC)C(F)(F)F)=N/C(OC(C)(C)C)=O